C(C)(C)(C)OC(=O)N1CCC(CC1)CO 4-(hydroxymethyl)piperidine-1-carboxylic acid tert-butyl ester